C(=C)C=C(C(=O)[O-])CCCC Vinyl-Butylacrylat